NC=1C2=C(N=CN1)N(C=C2)[C@H]2[C@@H]([C@@H]([C@H](C2)CN(CCCNCCC2=CC=C(C=C2)F)C2=C(NN=C2)Br)O)O (1R,2S,3R,5R)-3-{4-Aminopyrrolo[2,3-d]pyrimidin-7-yl}-5-{[(3-bromo-2H-pyrazol-4-yl)(3-{[2-(4-fluorophenyl)ethyl]amino}propyl)amino]methyl}cyclopentane-1,2-diol